BrC1=CC=C(C=C1)N=NC1=CC=C(C=C1)CCC (4-bromo-phenyl)-(4-propyl-phenyl)-diazene